methyl (2S)-2-(2-(benzyloxy)propanamido)-3-oxobutanoate C(C1=CC=CC=C1)OC(C(=O)N[C@H](C(=O)OC)C(C)=O)C